4-iodo-3-{[2-(trimethylsilyl)ethoxy]methoxy}-1,5-naphthyridine IC1=C(C=NC2=CC=CN=C12)OCOCC[Si](C)(C)C